ClCC(=O)NC1=CC(=C(C=C1)OC)F 2-chloro-N-(3-fluoro-4-methoxyphenyl)acetamide